o-(4-hydroxy-benzoyl)-benzoic acid OC1=CC=C(C(=O)C2=C(C(=O)O)C=CC=C2)C=C1